(1R,7S,8r)-4-(2-((1-((dimethylamino)methyl)cyclopropyl)methoxy)-6-(3-hydroxy-8-iodo-1-naphthoyl)-6,7-dihydro-5H-pyrrolo[3,4-d]pyrimidin-4-yl)-4-azabicyclo[5.1.0]octane-8-carbonitrile CN(C)CC1(CC1)COC=1N=C(C2=C(N1)CN(C2)C(=O)C2=CC(=CC1=CC=CC(=C21)I)O)N2CC[C@H]1C([C@H]1CC2)C#N